FC=1C=C(N)C=C(C1N1C[C@@H](N([C@@H](C1)C)C)C)C 3-fluoro-5-methyl-4-((3S,5R)-3,4,5-trimethylpiperazin-1-yl)aniline